linoleyl montanate C(CCCCCCCCCCCCCCCCCCCCCCCCCCC)(=O)OCCCCCCCC\C=C/C\C=C/CCCCC